ClC1=C(C(=CC=C1)OCC)N1N=C(C(=C1)NC=1C=NN(C1)C)C(=O)N 1-(2-chloro-6-ethoxyphenyl)-4-((1-methyl-1H-pyrazol-4-yl)amino)-1H-pyrazole-3-carboxamide